(1-(4-cyano-3-(3,4-dichloro-1-methyl-1H-indazol-5-yl)-1H-pyrazolo[3,4-d]pyrimidin-6-yl)-4-methylpiperidin-4-yl)carbamate C(#N)C1=C2C(=NC(=N1)N1CCC(CC1)(C)NC([O-])=O)NN=C2C=2C(=C1C(=NN(C1=CC2)C)Cl)Cl